O=C1CN(CC(N1)=O)CC(C)N1CC(NC(C1)=O)=O [+]-1,2-bis(3,5-dioxopiperazine-1-yl)propane